FC1(CN(CCC1)CC=1C=CC=2N(C1)C=C(N2)CNC(=O)C=2N=C1N(C(C2)=O)C=CC=C1)F N-((6-[(3,3-difluoropiperidin-1-yl)methyl]imidazo[1,2-a]pyridin-2-yl)methyl)-4-oxo-4H-pyrido[1,2-a]pyrimidine-2-carboxamide